2-[(10S)-12-[5-[1-(2-Azaspiro[3.5]nonan-7-yl)-4-piperidyl]pyrimidin-2-yl]-1,5,6,8,12-pentazatricyclo[8.4.0.02,7]tetradeca-2,4,6-trien-4-yl]phenol C1NCC12CCC(CC2)N2CCC(CC2)C=2C=NC(=NC2)N2C[C@@H]1CNC3=NN=C(C=C3N1CC2)C2=C(C=CC=C2)O